[2,6-difluoro-4-[4-(trifluoromethyl)pyrazol-1-yl]phenyl]-3'-pyrimidin-4-yl-spiro[cyclopropane-1,5'-imidazo[1,2-a]imidazole]-6'-one FC1=C(C(=CC(=C1)N1N=CC(=C1)C(F)(F)F)F)C1=NC=2N(C1C1=NC=NC=C1)C1(C(N2)=O)CC1